C1(CCCC1)C1=C(C=NC=2N1N=CC2)NC(=O)NC=2C=C(C(=NC2)C2=NOC(=N2)CC(CC(=O)[O-])(C)C)C 4-{3-[5-({[(7-cyclopentylpyrazolo[1,5-a]pyrimidin-6-yl) amino] carbonyl} amino)-3-methylpyridin-2-yl]-1,2,4-oxadiazol-5-yl}-3,3-dimethylbutyrate